ClC1=C(N=C2N1C=CC(=C2)C(=O)O)C2=C(C=CC=C2F)C2=C(C=C(C=C2)F)F 3-chloro-2-(2',3,4'-trifluoro-[1,1'-biphenyl]-2-yl)imidazo[1,2-a]pyridine-7-carboxylic acid